Tetraethyl (((2-(3-bromophenyl)thieno[2,3-d]pyrimidin-4-yl)amino)methylene)bis(phosphonate) BrC=1C=C(C=CC1)C=1N=C(C2=C(N1)SC=C2)NC(P(OCC)(OCC)=O)P(OCC)(OCC)=O